1-ethyl-3-(6-hydroxy-1-(2-methylthiazol-5-yl)hexyl)urea C(C)NC(=O)NC(CCCCCO)C1=CN=C(S1)C